3-cyclopropyl-1-((3-methoxybicyclo[1.1.1]pentan-1-yl)methyl)-4-(trifluoromethyl)-1H-pyrazole C1(CC1)C1=NN(C=C1C(F)(F)F)CC12CC(C1)(C2)OC